2-(methyl-(oxetan-3-yl)amino)ethan-1-ol CN(CCO)C1COC1